ethyldi(2-propyl)amine C(C)N(C(C)C)C(C)C